FC=1C(C(C1OC)(F)F)=O 2,4,4-trifluoro-3-methoxycyclobut-2-en-1-one